ClC1=NC=C(C(=N1)N[C@@H]1COCC[C@H]1C#N)C (trans)-3-[(2-chloro-5-methyl-pyrimidin-4-yl)amino]tetrahydropyran-4-carbonitrile